N1(CCCCC1)C1CC(C1)N1CC2(CCN(CC2)CCC(=O)Cl)C2=CC=CC=C12 1-((1s,3s)-3-(piperidin-1-yl)cyclobutyl)spiro[indoline-3,4'-piperidine]Propionyl chloride